4-hydroxymethyl-2-methyl-1,3-dioxolan OCC1OC(OC1)C